O=C1NC(CCC1N1C(C2=CC=C(C=C2C1=O)NCCCCCC(=O)N1CCC(CC1)(C1=CC=CC=C1)O)=O)=O (2,6-Dioxopiperidin-3-yl)-5-((6-(4-hydroxy-4-phenylpiperidin-1-yl)-6-oxohexyl)amino)isoindoline-1,3-dione